tert-butyl (2R,6S)-4-[8-[(7-fluoro-2-methyl-indazol-5-yl)carbamoyl]-2-[(3-methylimidazol-4-yl)methoxy]quinazolin-5-yl]-2,6-dimethyl-piperazine-1-carboxylate FC1=CC(=CC2=CN(N=C12)C)NC(=O)C=1C=CC(=C2C=NC(=NC12)OCC=1N(C=NC1)C)N1C[C@H](N([C@H](C1)C)C(=O)OC(C)(C)C)C